N-(1-(1-(3-(trifluoromethyl)phenyl)ethyl)-1H-indol-5-yl)acrylamide FC(C=1C=C(C=CC1)C(C)N1C=CC2=CC(=CC=C12)NC(C=C)=O)(F)F